trimethylolpropane tri(2-methyl-1-aziridinepropionate) CC1N(C1)CCC(=O)O.CC1N(C1)CCC(=O)O.CC1N(C1)CCC(=O)O.C(O)C(CC)(CO)CO